ClC1=NC=C(C=N1)C(C)=O (l)-1-(2-Chloropyrimidin-5-yl)ethan-1-one